trans-2-(5-(3-fluoro-4-(trifluoromethyl)phenyl)-1-(4-(trifluoromethyl)benzyl)piperidin-3-yl)acetic acid ethyl ester C(C)OC(C[C@@H]1CN(C[C@H](C1)C1=CC(=C(C=C1)C(F)(F)F)F)CC1=CC=C(C=C1)C(F)(F)F)=O